FC(C(=O)O)(F)F.COC(=O)C1N(CCNC1)C=1C=C2C(=CC(=NC2=C(C1)F)C(C)C)N(CC)C=1SC(=C(N1)C1=CC=C(C=C1)F)C#N 1-(4-((5-cyano-4-(4-fluorophenyl)thiazol-2-yl)(ethyl)amino)-8-fluoro-2-isopropylquinolin-6-yl)piperazine-2-carboxylic acid methyl ester trifluoroacetate